Butyl 2-[6-(2-pyridin-4-ylethyl)quinazolin-4-yl]-2,7-diazaspiro[3.5]nonane-7-carboxylate N1=CC=C(C=C1)CCC=1C=C2C(=NC=NC2=CC1)N1CC2(C1)CCN(CC2)C(=O)OCCCC